(2R,3S,5R)-5-(4-amino-2-chloro-7H-pyrrolo[2,3-d]pyrimidin-7-yl)-2-(((tert-butyldimethylsilyl)oxy)methyl)-2-ethynyltetrahydrofuran-3-yl hexyl carbonate C(O[C@@H]1[C@@](O[C@H](C1)N1C=CC2=C1N=C(N=C2N)Cl)(C#C)CO[Si](C)(C)C(C)(C)C)(OCCCCCC)=O